[C@@H]12N(C[C@@H](NC1)C2)C(=O)OC(C)(C)C tert-butyl (1S,4S)-2,5-diazabicyclo-[2.2.1]heptane-2-carboxylate